N=1C=C(N2C1CCCC2)C2=C1C=NC(C1=CC=C2)=O 4-(5,6,7,8-tetrahydroimidazo[1,2-a]pyridin-3-yl)isoindol-1-one